COC(=O)C1=CC(=NN1C(C)C1=CC=CC=C1)C(NC)=O 3-(methylcarbamoyl)-1-(1-phenylethyl)-1H-Pyrazole-5-carboxylic acid methyl ester